(4-ethyl)decene C(C)C(CC=C)CCCCCC